BrCCOC1=C(C=CC(=C1)C(F)(F)F)C=1N=CN(C1)C1=C(NC)C=CC(=C1)[N+](=O)[O-] 2-(4-(2-(2-bromoethoxy)-4-(trifluoromethyl)phenyl)-1H-imidazol-1-yl)-N-methyl-4-nitroaniline